2-[[(2S,3R)-3-amino-2-hydroxy-4-phenyl-butanoyl]amino]-2-[3-(trifluoromethyl)phenyl]acetic acid N[C@@H]([C@@H](C(=O)NC(C(=O)O)C1=CC(=CC=C1)C(F)(F)F)O)CC1=CC=CC=C1